2-methyl-3-[(1R)-1-[(3-tert-butyl-1,8-dimethyl-2-oxo-imidazo[4,5-g]phthalazin-5-yl)amino]ethyl]benzonitrile CC1=C(C#N)C=CC=C1[C@@H](C)NC1=NN=C(C=2C=C3C(=CC12)N(C(N3C)=O)C(C)(C)C)C